FC(C(=O)NC(C)C1=NC=CN=C1)(F)F 2,2,2-trifluoro-N-(1-(pyrazin-2-yl)ethyl)acetamide